CN1C=CC2=CC(=CC=C12)B1OC(C(O1)(C)C)(C)C 1-methyl-5-(4,4,5,5-tetramethyl-1,3,2-dioxaborolan-2-yl)-1H-indole